Methyl (2RS)-2-(6-bromo-7-methyl-1-oxo-isoindolin-2-yl)-2-(5-fluoro-2-methoxyphenyl)acetate BrC1=CC=C2CN(C(C2=C1C)=O)[C@@H](C(=O)OC)C1=C(C=CC(=C1)F)OC |r|